di(3-octyl) phosphate P(=O)(OC(CC)CCCCC)(OC(CC)CCCCC)[O-]